CN1N=CC(=C1)C=1C=C(N)C=C(C1)S(=O)(=O)C 3-(1-methyl-1H-pyrazol-4-yl)-5-(methylsulfonyl)aniline